(S)-3-(4-bromophenyl)-piperidine-1-carboxylic acid tert-butyl ester C(C)(C)(C)OC(=O)N1C[C@@H](CCC1)C1=CC=C(C=C1)Br